7-((3R,5S)-1-acryloyl-5-methylpyrrolidin-3-yl)-4-amino-N-((R)-1-(3-chlorophenyl)ethyl)-6-(prop-1-yn-1-yl)-7H-pyrrolo[2,3-d]pyrimidine-5-carboxamide C(C=C)(=O)N1C[C@@H](C[C@@H]1C)N1C(=C(C2=C1N=CN=C2N)C(=O)N[C@H](C)C2=CC(=CC=C2)Cl)C#CC